N-(2-(7-methoxy-1H-indol-3-yl)ethyl)acetamide COC=1C=CC=C2C(=CNC12)CCNC(C)=O